ClC1=CC=C(C=C1)C=1N=C2N(C=CC=C2)C1CN1CCN(CC1)C(=O)C1=NC(=CC=C1)OC1CCC1 (4-{[2-(4-chlorophenyl)imidazo[1,2-a]pyridin-3-yl]methyl}piperazin-1-yl)[6-(cyclobutyloxy)pyridin-2-yl]methanone